(4-(2-hydroxy-3-((1,2,3,4-tetrahydroacridin-9-yl)amino)propyl)piperazin-1-yl)(phenyl)methanone OC(CN1CCN(CC1)C(=O)C1=CC=CC=C1)CNC=1C2=CC=CC=C2N=C2CCCCC12